2,2,2-trifluoroethyl 2-oxo-2-[(2S,5S)-2-ethyl-5-methyl-1-piperidyl]acetate O=C(C(=O)OCC(F)(F)F)N1[C@H](CC[C@@H](C1)C)CC